tert-butyl 7-{[2-(4-chlorophenyl) imidazo[1,2-a]pyrimidin-3-yl] methyl}-3-oxo-7,9-diazabicyclo[3.3.1]nonane-9-carboxylate ClC1=CC=C(C=C1)C=1N=C2N(C=CC=N2)C1CN1CC2CC(CC(C1)N2C(=O)OC(C)(C)C)=O